2H-indol N=1CC=C2C=CC=CC12